benzyl (2-(2-(2-chloroacetamido)-1-hydroxyethyl)-5-fluoropyridin-4-yl)carbamate ClCC(=O)NCC(O)C1=NC=C(C(=C1)NC(OCC1=CC=CC=C1)=O)F